BrC1=CC=C2C(=N1)SC(=N2)NC(=O)C2=C(C=NC=C2)C2=C(C=CC=C2)OC N-(5-bromothiazolo[5,4-b]pyridin-2-yl)-3-(2-methoxyphenyl)pyridine-4-carboxamide